CC1(CCC(CC1)OC=1C=CC(=C(C1)NC(=O)C1N(C(CC1)=O)C)OC)C N-(5-((4,4-Dimethylcyclohexyl)oxy)-2-methoxyphenyl)-1-methyl-5-oxopyrrolidine-2-carboxamide